C1(CC1)C=1N=CN2C1CN(CC1=C2C=C(C(=C1)F)C(=O)NC1=NC(=CC=C1)C1=NN=CN1C(C)C)CC1=C(C=C(C=C1)F)F 3-cyclopropyl-5-(2,4-difluorobenzyl)-8-fluoro-N-[6-(4-isopropyl-4H-1,2,4-triazol-3-yl)pyridin-2-yl]-5,6-dihydro-4H-benzo[f]imidazo[1,5-a][1,4]diazepine-9-carboxamide